Propylammonium C(CC)[NH3+]